methyl 3-trifluoromethyl-5,6,7,8-tetrahydroimidazo[1,5-a]pyrazine-1-carboxylate FC(C1=NC(=C2N1CCNC2)C(=O)OC)(F)F